COC1=C(C=CC=C1)CNC 1-(2-methoxyphenyl)-N-methyl-methylamine